ClC=1C=NC(=C(C(=O)NC2CCC(CC2)CN2C(N(C3=C2C=CC=C3)C3=CC(=NC=C3)NC)=O)C1)C(F)F 5-chloro-2-(difluoromethyl)-N-((1r,4r)-4-((3-(2-(methyl-amino)pyridin-4-yl)-2-oxo-2,3-dihydro-1H-benzo[d]imidazol-1-yl)methyl)cyclohexyl)nicotinamide